1-bromo-8-chloro-3-(difluoromethoxy)naphthalene BrC1=CC(=CC2=CC=CC(=C12)Cl)OC(F)F